(1s,4s)-4-(2-((1r,3r)-3-hydroxycyclobutylamino)-8-(2,4,6-trichlorophenylamino)-9H-purin-9-yl)cyclohexanecarboxamide OC1CC(C1)NC1=NC=C2N=C(N(C2=N1)C1CCC(CC1)C(=O)N)NC1=C(C=C(C=C1Cl)Cl)Cl